N(=C=O)C1C(C(C(CC1)C)N=C=O)C 1,3-diisocyanato-2,4-dimethylcyclohexane